4-fluoro-2'-(methylthio)-2,3,5',8'-tetrahydro-3'H-spiro[indene-1,7'-quinazolin]-4'(6'H)-one FC1=C2CCC3(CCC=4C(NC(=NC4C3)SC)=O)C2=CC=C1